2'-(6-amino-5-cyanopyridin-3-yl)-N-[2-(pyridin-2-yl)propan-2-yl]-5',6'-dihydrospiro[azetidine-3,4'-pyrrolo[1,2-b]pyrazole]-1-carboxamide NC1=C(C=C(C=N1)C=1C=C2N(N1)CCC21CN(C1)C(=O)NC(C)(C)C1=NC=CC=C1)C#N